(Z)-hex-2-en-1-ol C(\C=C/CCC)O